C1=CC=CC=2N(C3=C(C=CC21)C=CC=C3)CC3=CC=C(C(=O)NNCC)C=C3 4-((5H-dibenzo[b,f]azepin-5-yl)methyl)-N'-ethylbenzoic hydrazide